COC1CNC(CO1)=O 2-methoxy-5-morpholinoN